C(C)(C)(C)OC(COC1=CC=C(C(=N1)CC=1C(=C(C=CC1)C[C@@H]1N(CC([C@@H]1NS(=O)(=O)CC)(F)F)C(=O)OC(C)(C)C)F)C)=O tert-butyl (2S,3R)-2-[(3-{[6-(2-tert-butoxy-2-oxoethoxy)-3-methylpyridin-2-yl]methyl}-2-fluorophenyl)methyl]-3-[(ethanesulfonyl)amino]-4,4-difluoropyrrolidine-1-carboxylate